[3-(methacrylamido)propyl]trimethylammonium chloride salt [Cl-].C(C(=C)C)(=O)NCCC[N+](C)(C)C